di-octylsulphosuccinate sodium salt [Na+].C(CCCCCCC)C(C(C(=O)[O-])S(=O)(=O)O)(C(=O)[O-])CCCCCCCC.[Na+]